O=C1N(CCC(N1)=O)C1=CC=C(C=C1)N1CCN(CC1)CC(=O)N 2-(4-(4-(2,4-dioxotetrahydropyrimidin-1(2H)-yl)phenyl)piperazin-1-yl)acetamide